C(C)(C)(C)OC(=O)N1CCC(CC1)(CNC1=C(C=C(C2=C1NC=N2)S(N)(=O)=O)[N+](=O)[O-])F 4-Fluoro-4-(((6-nitro-4-sulfamoyl-1H-benzo[d]imidazol-7-yl)amino)methyl)piperidine-1-carboxylic acid tertButyl ester